1,3,7-triazaspiro[4.5]decane-2,4-dione trifluoroacetate salt FC(C(=O)O)(F)F.N1C(NC(C12CNCCC2)=O)=O